COC1=CC=C(C=C1)OCCCC=C 1-methoxy-4-(4-penten-1-yloxy)-benzene